5-(5-(3,5-dimethylisoxazol-4-yl)-1-(4-methyltetrahydro-2H-pyran-4-yl)-1H-pyrrolo[2,3-b]pyridin-3-yl)-6-ethoxypicolinic acid CC1=NOC(=C1C=1C=C2C(=NC1)N(C=C2C=2C=CC(=NC2OCC)C(=O)O)C2(CCOCC2)C)C